5-Ethyl-1-nonene C(C)C(CCC=C)CCCC